C(C)N=CC=NCC 1,2-Bis(ethyl-imino)ethan